C(C)(C)C1=C(C=CC=C1)N1/C(/SCC1=O)=N/C(=O)NOC(C)C1=CC=C(C=C1)C1=NN(C=N1)C1=CC=C(C=C1)OC(F)(F)F (Z)-1-(3-(2-isopropylphenyl)-4-oxothiazolidine-2-ylidene)-3-(1-(4-(1-(4-(trifluoromethoxy)phenyl)-1H-1,2,4-triazol-3-yl)phenyl)ethoxy)urea